C1=CC=CC=2C=C(C3=C(C4=C(O3)C=CC=C4)C12)C=1C=C(C=CC1)C=1C=C(C=CC1)C1=NC(=NC(=N1)C1=CC=CC=C1)C1=CC=CC=C1 2-(3-[3-(benzo[b]naphtho[1,2-d]furan-6-yl)phenyl]phenyl)-4,6-diphenyl-1,3,5-triazine